CC1=C(C=2N(C=C1C1=C(C=3C(=CN=C(C3F)N3[C@@H](CN(CC3)CC#N)C)N1)C(C)C)N=CN2)C (R)-2-(4-(2-(7,8-dimethyl-[1,2,4]triazolo[1,5-a]pyridin-6-yl)-4-fluoro-3-isopropyl-1H-pyrrolo[2,3-c]pyridin-5-yl)-3-methylpiperazin-1-yl)acetonitrile